FC1=CC=C(C=C1)C=1C=CC=NC1OC 5-(4-Fluorophenyl)-6-methoxypyridin